FC1=C(C=CC(=C1)C1=CN=NN1C)N1C(=NC(=C1)C1=NC(=NC=C1C(F)(F)F)NC1CCN(CC1)S(=O)(=O)C)C 4-(1-(2-fluoro-4-(1-methyl-1H-1,2,3-triazol-5-yl)phenyl)-2-methyl-1H-imidazol-4-yl)-N-(1-(methylsulfonyl)piperidin-4-yl)-5-(trifluoromethyl)pyrimidin-2-amine